benzyl 6-carbamoyl-1,4-dioxa-8-azaspiro[4.5]decane-8-carboxylate C(N)(=O)C1C2(OCCO2)CCN(C1)C(=O)OCC1=CC=CC=C1